C(C)N1C=C(C=C1)C(=O)NCC=1SC(=NN1)C1=CC=CC=C1 1-ethyl-N-[(5-phenyl-1,3,4-thiadiazol-2-yl)methyl]pyrrole-3-carboxamide